1-benzyl-N-[(6R)-2-[2-(3,3-difluoroazetidin-1-yl)ethyl]-4-methyl-5-oxo-7,8-dihydro-6H-pyrazolo[1,5-a][1,3]diazepin-6-yl]-1,2,4-triazole-3-carboxamide C(C1=CC=CC=C1)N1N=C(N=C1)C(=O)N[C@H]1C(N(C=2N(CC1)N=C(C2)CCN2CC(C2)(F)F)C)=O